C1(CC1)C1=C(C(=C(C(=O)OC)C(=C1)F)C)C(F)(F)F methyl 4-cyclopropyl-6-fluoro-2-methyl-3-(trifluoromethyl)benzoate